6-{[1-(4-chlorophenyl)-7-fluoro-1-(2-methoxyethoxy)-5-(1-methyl-1H-imidazole-4-carbonyl)-3-oxo-2,3-dihydro-1H-isoindol-2-yl]methyl}pyridine-3-carbonitrile ClC1=CC=C(C=C1)C1(N(C(C2=CC(=CC(=C12)F)C(=O)C=1N=CN(C1)C)=O)CC1=CC=C(C=N1)C#N)OCCOC